tert-Butyl (2S,4S)-4-azido-2-(2-(tert-butoxy)-2-oxoethyl)piperidine-1-carboxylate N(=[N+]=[N-])[C@@H]1C[C@H](N(CC1)C(=O)OC(C)(C)C)CC(=O)OC(C)(C)C